trimethyl-α,α,α-trifluoro-m-tolylammonium hydroxide [OH-].C[N+](C=1C=C(C=CC1)C(F)(F)F)(C)C